(R)-3-amino-1-butanone N[C@@H](CC=O)C